BrC1=C(C=2N(C=C1)C(=NC2)C2=CC(=CC(=C2)F)F)C 7-Bromo-3-(3,5-difluorophenyl)-8-methylimidazo[1,5-a]pyridine